BrC1=CC=C(C=C1)C1=CC=C(C=C1)C1CCCCC1 4-Bromo-4'-cyclohexyl-1,1'-biphenyl